benzopyran-3-d O1CC(=CC2=C1C=CC=C2)[2H]